(1-(3-fluorophenyl)cyclopropyl)(phenyl)methyl (1-((4-(cyclopropylamino)-3,4-dioxo-1-(2-oxopyrrolidin-3-yl)butan-2-yl)amino)-4-methyl-1-oxopentan-2-yl)carbamate C1(CC1)NC(C(C(CC1C(NCC1)=O)NC(C(CC(C)C)NC(OC(C1=CC=CC=C1)C1(CC1)C1=CC(=CC=C1)F)=O)=O)=O)=O